(S)-3-((tert-butyldiphenylsilyl)oxy)-2-methylpropionic acid methyl ester COC([C@H](CO[Si](C1=CC=CC=C1)(C1=CC=CC=C1)C(C)(C)C)C)=O